COC=1C(=NC=CC1)C(=O)O (methoxy)pyridine-2-carboxylic acid